(4-(8-fluoro-7-(8-fluoronaphthalen-1-yl)-2-((hexahydro-1H-pyrrolizin-7a-yl)methoxy)pyrido[4,3-d]pyrimidin-4-yl)-1,4-oxaazepan-2-yl)methanol FC1=C(N=CC2=C1N=C(N=C2N2CC(OCCC2)CO)OCC21CCCN1CCC2)C2=CC=CC1=CC=CC(=C21)F